5,7-diamino-1,1,4,6-tetramethylindan NC=1C(=C2CCC(C2=C(C1C)N)(C)C)C